6-bromo-2,3-difluoroaniline BrC1=CC=C(C(=C1N)F)F